4-ethynyl-5-methyl-1-(6-methylpyridazin-3-yl)imidazole-2-carboxamide C(#C)C=1N=C(N(C1C)C=1N=NC(=CC1)C)C(=O)N